ClC1=CC=C2C(=N1)C(=NN2C2OCCCC2)C2=COC=C2 5-chloro-3-(furan-3-yl)-1-(tetrahydro-2H-pyran-2-yl)-1H-pyrazolo[4,3-b]pyridine